rac-1-tert-butyl 2-methyl 5-oxo-4-(prop-2-en-1-yl)pyrrolidine-1,2-dicarboxylate O=C1C(CC(N1C(=O)OC(C)(C)C)C(=O)OC)CC=C